O=C1NC2=CC(=CC=C2C=C1C(=O)O)C1CCOCC1 2-oxo-7-(tetrahydro-2H-pyran-4-yl)-1,2-dihydroquinoline-3-carboxylic acid